C[N+](C)(C)C(CCC(=O)[O-])OC(=O)CCCCCCC(=O)O The molecule is an O-acylcarnitine having suberoyl (7-carboxyheptanoyl) as the acyl substituent. It has a role as a metabolite. It derives from a suberic acid. It is a conjugate acid of an O-suberoylcarnitine(1-).